The molecule is a dipeptide composed of L-lysine and L-glutamine joined by a peptide linkage. It has a role as a metabolite. It derives from a L-lysine and a L-glutamine. C(CCN)C[C@@H](C(=O)N[C@@H](CCC(=O)N)C(=O)O)N